Cl.COCCOCCN1N=CC(=C1)C=1C=CC=2C[C@@H]3[C@@H]4CCCC[C@@]4(C2C1)CCN3C 3-{1-[2-(2-methoxyethoxy)ethyl]-1H-pyrazol-4-yl}-17-methylmorphinan, hydrochloride salt